6-Azaspiro[3.4]octan-2-yl-(7-fluoro-6-(8-methyl-2,3-dihydro-1H-pyrido[2,3-b][1,4]oxazin-7-yl)isochinolin-3-yl)carbamat C1C(CC12CNCC2)OC(NC=2N=CC1=CC(=C(C=C1C2)C2=C(C1=C(OCCN1)N=C2)C)F)=O